N1(CCCCCC1)C(CCC(=O)O)=O 4-(azepan-1-yl)-4-oxobutanoic acid